BrC1=C(C#N)C=CC(=C1F)F 2-bromo-3,4-difluorobenzonitrile